C(=O)(O)CC1=CC=C(C=C1)NC(=O)C1=CC2=C(OCCC3=C2SC=C3)C=C1C=1C(=NC(=CC1)C(NCCC)=O)C(=O)O 3-(9-((4-(carboxymethyl)phenyl)carbamoyl)-4,5-dihydrobenzo[b]thieno[2,3-d]oxepin-8-yl)-6-(propylcarbamoyl)picolinic acid